CN(C(=O)N1[C@H]([C@H](CC1)NS(=O)(=O)C)CC=1C(=C(C=CC1)C1=CC(=CC(=C1)F)F)F)C (2S,3S)-N,N-dimethyl-3-((methylsulfonyl)amino)-2-((2,3',5'-trifluorobiphenyl-3-yl)methyl)pyrrolidine-1-carboxamide